O(C1=CC=CC=C1)CC1=CC=C(C=C1)C(F)(F)F 1-(phenoxymethyl)-4-(trifluoromethyl)benzene